ClC=1C=C(NC2(CCC3(C(CC4=CC=CC=C34)C[C@H](COC=3C4=C(N=CN3)CCC4(C)C)C)CC2)C(=O)O)C=CC1 (1r,4R)-4-(3-chloroanilino)-2'-{(2R)-3-[(5,5-dimethyl-6,7-dihydro-5H-cyclopenta[d]pyrimidin-4-yl)oxy]-2-methylpropyl}-2',3'-dihydrospiro[cyclohexane-1,1'-indene]-4-carboxylic acid